F[C@@H]1C[C@H](NC1)C(=O)O (2S,4R)-4-fluoroproline